CN1C2CC(C(C1)C2)COC2=NC=CC(=C2)CN (2-((2-methyl-2-azabicyclo[2.2.1]heptan-5-yl)methoxy)pyridin-4-yl)methanamine